(4-(2-chloro-5-fluorophenyl)piperidin-1-yl)(4,5,6,7-tetrahydro-1H-pyrazolo[4,3-c]pyridin-3-yl)methanone hydrochloride Cl.ClC1=C(C=C(C=C1)F)C1CCN(CC1)C(=O)C1=NNC2=C1CNCC2